4-(((S)-1-(5-((S)-1-(2,2-difluorobenzo[d][1,3]dioxol-5-yl)ethoxy)-6-fluoropyridin-3-yl)-3-(trifluoromethyl)-4,5,6,7-tetrahydro-1H-indazol-7-yl)oxy)benzoic acid FC1(OC2=C(O1)C=CC(=C2)[C@H](C)OC=2C=C(C=NC2F)N2N=C(C=1CCC[C@@H](C21)OC2=CC=C(C(=O)O)C=C2)C(F)(F)F)F